1-tert-butyl 2-ethyl (2S,5R)-5-amino-piperidine-1,2-dicarboxylate N[C@@H]1CC[C@H](N(C1)C(=O)OC(C)(C)C)C(=O)OCC